(1R,3S,5R)-N-(6-Bromo-3-vinylpyridin-2-yl)-5-((N-methylbut-3-en-1-ylsulfonamido)methyl)-2-azabicyclo[3.1.0]hexane BrC1=CC=C(C(=N1)N1[C@@H]2C[C@]2(CC1)CN(S(=O)(=O)CCC=C)C)C=C